CN(C(C)=O)C=1C(=NC=C(C1)C(F)(F)F)NC=1SC=C(N1)C=1C=C2C(=CN1)N(C(C2(C)C)=O)C N-methyl-N-(5-(trifluoromethyl)-2-(4-(1,3,3-trimethyl-2-oxo-2,3-dihydro-1H-pyrrolo[2,3-c]pyridin-5-yl)thiazol-2-ylamino)pyridin-3-yl)acetamide